N-(4-(1-((1-(5-(2,6-dioxopiperidin-3-yl)pyridin-2-yl)piperidin-4-yl)methyl)piperidin-4-yl)phenyl)-5,5-difluoro-5a-methyl-1,4,4a,5,5a,6-hexahydrocyclopropa[f]indazole-3-carboxamide O=C1NC(CCC1C=1C=CC(=NC1)N1CCC(CC1)CN1CCC(CC1)C1=CC=C(C=C1)NC(=O)C1=NNC=2CC3(C(CC12)C3(F)F)C)=O